FC1(C(CC1(F)F)OC1=NC=C(C=C1)B1OC(C(O1)(C)C)(C)C)F (2,2,3,3-Tetrafluorocyclobutoxy)-5-(4,4,5,5-tetramethyl-1,3,2-dioxaborolan-2-yl)pyridine